ClC1=CC=C2C(=N1)N(CC21COCC1)CCN(C)C 2-(6'-chloro-4,5-dihydro-2H-spiro[furan-3,3'-pyrrolo[2,3-b]pyridin]-1'(2'H)-yl)-N,N-dimethylethan-1-amine